ClCC1=CC(=NC=C1)NC1=NC=C(C(=C1)C1=C(C=C(C=C1)F)OC)F N-(4-(chloromethyl)pyridin-2-yl)-5-fluoro-4-(4-fluoro-2-methoxyphenyl)pyridin-2-amine